ClC1=C(C=CC(=C1)Cl)CN1N=C(C2=CC=C(C=C12)C(F)(F)F)C(=O)O 1-[(2,4-dichlorophenyl)methyl]-6-(trifluoromethyl)indazole-3-carboxylic acid